N-methyl-3-(2-methyl-2H-tetrazol-5-yl)-4-((2-(trifluoromethoxy)phenyl)amino)benzenesulfonamide CNS(=O)(=O)C1=CC(=C(C=C1)NC1=C(C=CC=C1)OC(F)(F)F)C=1N=NN(N1)C